3,4,6-trifluorobenzaldehyde FC=1C=C(C=O)C(=CC1F)F